(2S,4R)-1-[(2S)-2-[4-(5,8-dioxaspiro[3.4]octan-2-yl)triazol-1-yl]-3,3-dimethyl-butanoyl]-4-hydroxy-N-methyl-pyrrolidine-2-carboxamide C1C(CC12OCCO2)C=2N=NN(C2)[C@H](C(=O)N2[C@@H](C[C@H](C2)O)C(=O)NC)C(C)(C)C